2,5-difluoro-4,6-diisopropylisophthalonitrile FC1=C(C#N)C(=C(C(=C1C#N)C(C)C)F)C(C)C